O1C2=C(OCC1)C=C(C=C2)S(=O)(=O)N2CCC1(CC(CO1)NC[C@@H](COC=1C=C(C=CC1)S(=O)(=O)NC)O)CC2 3-((2S)-3-(8-(2,3-dihydrobenzo[b][1,4]dioxin-6-ylsulfonyl)-1-oxa-8-azaspiro[4.5]decan-3-ylamino)-2-hydroxypropoxy)-N-methylbenzenesulfonamide